resorcinol disalicylate C(C=1C(O)=CC=CC1)(=O)OC1=CC(OC(C=2C(O)=CC=CC2)=O)=CC=C1